FC1([C@@H]([C@H]1C1=NC(=NO1)C1=CC=CC=C1)C1=CC=C(C=C1)S(=O)(=O)N)F 4-[(1S,3S)-2,2-difluoro-3-(3-phenyl-1,2,4-oxadiazol-5-yl)cyclopropyl]benzenesulfonamide